5-({[(2S)-2-Amino-3-(4-carbamoyl-2,6-dimethyl-phenyl)-propionyl]-[(1S)-1-(4-phenyl-1H-imidazol-2-yl)-ethyl]-amino}-methyl)-2-methoxy-benzoic acid N[C@H](C(=O)N([C@@H](C)C=1NC=C(N1)C1=CC=CC=C1)CC=1C=CC(=C(C(=O)O)C1)OC)CC1=C(C=C(C=C1C)C(N)=O)C